C1(=CC=C(C=2C(=CC=C(C12)C(=O)Cl)C(=O)Cl)C(=O)Cl)C(=O)Cl 1,4,5,8-naphthalenetetra-formyl chloride